6-[4-[(3aS,6aS)-5-methyl-2,3,3a,4,6,6a-hexahydropyrrolo[2,3-c]pyrrol-1-yl]-6-chloro-8-(methylamino)-9H-pyrido[2,3-b]indol-3-yl]-1-methyl-4-oxo-1,8-naphthyridine-3-carboxylic acid CN1C[C@@H]2[C@H](C1)CCN2C2=C(C=NC=1NC3=C(C=C(C=C3C12)Cl)NC)C=1C=C2C(C(=CN(C2=NC1)C)C(=O)O)=O